(R)-4-(2-(2-cyclopropyl-4-fluorophenyl)azepan-1-yl)-6-methylpyrimidin-2-amine C1(CC1)C1=C(C=CC(=C1)F)[C@@H]1N(CCCCC1)C1=NC(=NC(=C1)C)N